(S)-3-(azetidin-1-yl)-N-(2-(3-fluoro-2-methoxyphenyl)propan-2-yl)-2-methylpropanamide N1(CCC1)C[C@@H](C(=O)NC(C)(C)C1=C(C(=CC=C1)F)OC)C